hydroxy-18-methyl-estra-4-ene-3,17-dione OC([C@@]12C(CC[C@H]1[C@@H]1CCC3=CC(CC[C@@H]3[C@H]1CC2)=O)=O)C